8-(2-cyclopentylethyl)-1-(4-fluorobenzyl)-6-methylhexahydro-4H-pyrazino[1,2-a]pyrimidine-4,7(6H)-dione C1(CCCC1)CCN1CC2N(C(CCN2CC2=CC=C(C=C2)F)=O)C(C1=O)C